C(C)(=O)N1CC=2N(CC1)C(=NC2C=2C=CC=C1C=C(N=CC21)C=2C=CC(=NC2)C(=O)NC\C=C\C2=C1CN(C(C1=CC=C2)=O)C2C(NC(CC2)=O)=O)C(F)(F)F (E)-5-(8-(7-Acetyl-3-(trifluoromethyl)-5,6,7,8-tetrahydroimidazo[1,5-a]pyrazin-1-yl)isoquinolin-3-yl)-N-(3-(2-(2,6-dioxopiperidin-3-yl)-1-oxoisoindolin-4-yl)allyl)picolinamide